(3S,4R,5R)-1-(((1s,4S)-4-methoxycyclohexyl)methyl)piperidine-3,4,5-triol COC1CCC(CC1)CN1C[C@@H](C([C@@H](C1)O)O)O